F[C@H]1C[C@H](NC1)C(=O)O (2S,4S)-4-Fluoroproline